(3S)-3-[5-[4-(dimethoxymethyl)-1-piperidyl]-1-oxo-isoindolin-2-yl]piperidine-2,6-dione COC(C1CCN(CC1)C=1C=C2CN(C(C2=CC1)=O)[C@@H]1C(NC(CC1)=O)=O)OC